(S)-2-((4-(6-((4-trifluoromethyl-2-methoxybenzyl)oxy)pyridin-2-yl)-5,6-dihydro-1,2,4-triazine-1(4H)-yl)methyl)-4-fluoro-1-(oxetan-2-ylmethyl)-1H-benzo[d]imidazole-6-carboxylic acid FC(C1=CC(=C(COC2=CC=CC(=N2)N2C=NN(CC2)CC2=NC3=C(N2C[C@H]2OCC2)C=C(C=C3F)C(=O)O)C=C1)OC)(F)F